1-((1r,3r)-3-((tert-butyldimethylsilyl)oxy)cyclobutyl)-N,N-dimethyl-1H-indazol-6-amine [Si](C)(C)(C(C)(C)C)OC1CC(C1)N1N=CC2=CC=C(C=C12)N(C)C